N,N'-bis-(2,6-dimethylphenyl)ethane-1,2-diimine CC1=C(C(=CC=C1)C)N=CC=NC1=C(C=CC=C1C)C